1-(4-(6-(benzyloxy)-2-phenyl-3,4-dihydronaphthalen-1-yl)-3-methoxyphenyl)-4-(dimethoxymethyl)piperidine C(C1=CC=CC=C1)OC=1C=C2CCC(=C(C2=CC1)C1=C(C=C(C=C1)N1CCC(CC1)C(OC)OC)OC)C1=CC=CC=C1